FC=1C(=NC(=NC1)N1CCC(CC1)C(=O)N1OCC[C@H]1C=1C=NC(=CC1)C)N1N=CC=C1 [1-(5-fluoro-4-pyrazol-1-yl-pyrimidin-2-yl)-4-piperidyl]-[(3S)-3-(6-methyl-3-pyridyl)isoxazolidin-2-yl]methanone